2,2-dimethyl-5-propylnonane CC(C)(CCC(CCCC)CCC)C